CC1=C(C(=C(C(=C1C(C(=O)O)(F)F)C)C(N)=O)NC(=O)C=1N(N=C(C1)Br)C1=NC=CC=C1Cl)C.CC1=CC=CC=C1 toluene dimethyl-2-[4-[[5-bromo-2-(3-chloro-2-pyridyl)pyrazole-3-carbonyl]amino]-3-carbamoyl-5-methyl-phenyl]-2,2-difluoro-acetate